Trimethyl-(dimethylamino)tin C[Sn](N(C)C)(C)C